FCCCC=1C=C2CCC(N(C2=CC1)CCN1CCOCC1)=O 6-(3-Fluoropropyl)-1-(2-morpholinoethyl)-3,4-dihydroquinolin-2(1H)-one